[Br-].C1(CCCC1)[C@@](C(=O)OC1C[N+](CC1)(CC(=O)OC)C)(O)C1=CC=CC=C1 (2R,1'R,3'S)-3-(2-cyclopentyl-2-phenyl-2-hydroxyacetoxy)-1-methyl-1-methoxycarbonylmethyl-pyrrolidinium bromide